6-(aminomethyl)isoindolin-1-one NCC1=CC=C2CNC(C2=C1)=O